OC/C=C/C(=O)O (E)-4-hydroxybut-2-enoic acid